FC1=C(C(=O)C=2C=CC(=C(C(=O)OC)C2)[N+](=O)[O-])C(=CC=C1NC(C(F)(F)F)=O)F methyl 5-[2,6-difluoro-3-[(2,2,2-trifluoroacetyl) amino] benzoyl]-2-nitro-benzoate